NC1=C(C(=NN1C(C([2H])([2H])[2H])(C)[2H])C1=CC=C(C=C1)C(C(=O)NC1=CC(=NO1)CC(C)(C)C)C)C(=O)N 5-Amino-3-[4-[2-[[3-(2,2-dimethylpropyl)isoxazol-5-yl]amino]-1-methyl-2-oxo-ethyl]phenyl]-1-(1,2,2,2-tetradeuterio-1-methyl-ethyl)pyrazole-4-carboxamide